N4-(1-(tert-Butylsulfonyl)indolin-6-yl)-N2-(4-fluoro-5-(1-methylpiperidin-4-yl)pyridin-2-yl)-5-methylpyrimidine-2,4-diamine C(C)(C)(C)S(=O)(=O)N1CCC2=CC=C(C=C12)NC1=NC(=NC=C1C)NC1=NC=C(C(=C1)F)C1CCN(CC1)C